CS(=O)(=O)O.CS(=O)(=O)O.CN1CCNCC1 4-methylpiperazine dimethanesulfonate